ClC=1C=C(C=CC1F)NC(N(CC1=CN=C(C2=CC=CC=C12)OC)CC)=O (R)-3-(3-chloro-4-fluorophenyl)-1-ethyl-1-((1-methoxyisoquinolin-4-yl)methyl)urea